5-{2-[2-(naphthalene-2-sulfonamido)phenyl]ethynyl}pyridine-2-carboxylic acid C1=C(C=CC2=CC=CC=C12)S(=O)(=O)NC1=C(C=CC=C1)C#CC=1C=CC(=NC1)C(=O)O